ethyl chloro(methylsulfanyl)acetate ClC(C(=O)OCC)SC